N-Cyclohexyl-5-methyl-2-(5-morpholin-4-yl-3,4'-bipyridin-2'-yl)-1H-imidazole-4-carboxamide C1(CCCCC1)NC(=O)C=1N=C(NC1C)C1=NC=CC(=C1)C=1C=NC=C(C1)N1CCOCC1